Br\C(\C(=O)N)=C/N1N=C(N=C1)C=1C=C(C2=C(C(CO2)(C)C)C1)C(F)(F)F (Z)-2-Bromo-3-(3-(3,3-dimethyl-7-(trifluoromethyl)-2,3-dihydrobenzofuran-5-yl)-1H-1,2,4-Triazol-1-yl)acrylamide